COC1=C(C=CC(=C1)C(=O)N1CCN(CC1)C)NC1=NC=C(C(=N1)NC1=C(C=CC=C1)C(F)(F)F)C(=O)N 2-((2-Methoxy-4-(4-methylpiperazine-1-carbonyl)phenyl)amino)-4-((2-(trifluoromethyl)phenyl)amino)pyrimidine-5-carboxamide